FC1=C(C=C(C=C1)F)C1(N(CCC1([2H])[2H])C1=NC=2N(C=C1)N=CC2[N+](=O)[O-])[2H] 5-(2-(2,5-difluorophenyl)pyrrolidin-1-yl-2,3,3-d3)-3-nitropyrazolo[1,5-a]pyrimidine